OC1(CC(N(CC1)C(=O)OC(C)(C)C)(C)C)CNCCOS(=O)(=O)O Tert-butyl 4-hydroxy-2,2-dimethyl-4-(((2-(sulfooxy)ethyl)amino)methyl)piperidine-1-carboxylate